C(C)OC(C1=CC=C(C=C1)C1=NC=NC2=CC(=C(C=C12)OC)OCCCN1CCN(CC1)C)=O.C1(=CC=C(C=C1)C1=CC=CC=C1)C#N 4,4'-biphenyl-formonitrile ethyl-4-(6-methoxy-7-(3-(4-methylpiperazin-1-yl)propoxy)quinazolin-4-yl)benzoate